ClC=1C=C(C=C2C(=CC=NC12)C)C=1C(=NC(=NC1)N)C=1OC(=CC1)F 5-(8-chloro-4-methylquinolin-6-yl)-4-(5-fluorofuran-2-yl)pyrimidin-2-amine